N-(3-iodo-4-methylphenyl)-2-(trifluoromethyl)isonicotinamidine IC=1C=C(C=CC1C)NC(C1=CC(=NC=C1)C(F)(F)F)=N